3-(2-phenylaminoethyl)-3-aminopropylmethyldimethoxysilane C1(=CC=CC=C1)NCCC(CC[Si](OC)(OC)C)N